N-(2,4-difluoro-3-(((3-methyl-4-(piperidin-1-yl)-1H-pyrazolo[3,4-b]pyridin-5-yl)oxy)methyl)phenyl)-5-fluoro-2-methoxypyridine-3-sulfonamide FC1=C(C=CC(=C1COC=1C(=C2C(=NC1)NN=C2C)N2CCCCC2)F)NS(=O)(=O)C=2C(=NC=C(C2)F)OC